C1(CC1)C(=O)C1CN(CC1)C(=O)OCC1=CC=CC=C1 benzyl 3-cyclopropanecarbonyl-pyrrolidine-1-carboxylate